BrC1=CC(=CC=C1N1C=NC=C1)N1CCOCC1 6-bromo-N-(4-morpholinophenyl)imidazole